5-(2-(4'-(methylsulfinyl)-[1,1'-biphenyl]-4-yl)vinyl)-1H-1,2,3-triazole-4-carboxylic acid CS(=O)C1=CC=C(C=C1)C1=CC=C(C=C1)C=CC1=C(N=NN1)C(=O)O